C[Si](C)(C)C#CC1=C(C(=C(C(=C1C#C[Si](C)(C)C)C#C[Si](C)(C)C)C#C[Si](C)(C)C)C#C[Si](C)(C)C)C#C[Si](C)(C)C hexakis(trimethylsilyl-ethynyl)benzene